2-Fluoro-N-(4-(4-(pyridin-2-yl)piperazin-1-yl)phenyl)benzamid FC1=C(C(=O)NC2=CC=C(C=C2)N2CCN(CC2)C2=NC=CC=C2)C=CC=C1